C(N)(=O)C1(CCC1)NC(=O)C1=C(OC2=C1C=C(C=C2)O)C N-(1-carbamoylcyclobutyl)-5-hydroxy-2-methylbenzofuran-3-carboxamide